OC=1C(NN=C(C1)CCC=1C=NC=C(C1)C(F)(F)F)=O 4-hydroxy-6-{2-[5-(trifluoromethyl)pyridin-3-yl]ethyl}pyridazine-3(2H)-one